C(C)(C)(C)OC(C1=CC=C(C=C1)C1=NC=C(C=C1)NC(C1=C(C=CC(=C1)C#N)Cl)=O)=O 4-(5-(2-chloro-5-cyanobenzamido)pyridin-2-yl)benzoic acid tert-butyl ester